1-{4-(2-({5-chloro-1H-imidazo[4,5-b]pyridin-2-yl}methyl)-5-(2-chloro-4-methoxyphenyl)imidazo[1,2-a]pyrazin-8-yl)piperazin-1-yl}ethan-1-one ClC1=CC=C2C(=N1)N=C(N2)CC=2N=C1N(C(=CN=C1N1CCN(CC1)C(C)=O)C1=C(C=C(C=C1)OC)Cl)C2